2-(3-{[4-(ethanesulfonyl)-2-methoxyphenyl]amino}prop-1-yn-1-yl)-N-[1-(oxan-4-yl)piperidin-4-yl]-1-(2,2,2-trifluoroethyl)-1H-indol-4-amine C(C)S(=O)(=O)C1=CC(=C(C=C1)NCC#CC=1N(C=2C=CC=C(C2C1)NC1CCN(CC1)C1CCOCC1)CC(F)(F)F)OC